NCC(=O)N[C@@H](CCC(=O)N[C@H](C(=O)N[C@H](C(=O)[O-])CCC(C=[N+]=[N-])=O)CCC(C=[N+]=[N-])=O)C(=O)[O-].[Na+].[Na+] Sodium (S)-2-((S)-2-((S)-4-(2-aminoacetamido)-4-carboxylatobutanamido)-6-diazo-5-oxohexanamido)-6-diazo-5-oxohexanoate